2-(3-chloro-2-fluoro-4-(4-hydroxy-3-isopropylbenzyl)-5-vinylphenoxy)acetic acid ClC=1C(=C(OCC(=O)O)C=C(C1CC1=CC(=C(C=C1)O)C(C)C)C=C)F